COC(=O)C1=CC=C(C=C1)C1=C(C=C(C=C1)[N+](=O)[O-])OC 2'-methoxy-4'-nitro-[1,1'-biphenyl]-4-carboxylic acid methyl ester